2,4-dihydroxy-4'-ethoxybenzophenone OC1=C(C(=O)C2=CC=C(C=C2)OCC)C=CC(=C1)O